6-fluoro-7-(2-fluoro-6-hydroxyphenyl)-1-(4-methyl-2-propan-2-ylpyridin-3-yl)-4-[(2S)-2-methyl-4-prop-2-enoylpiperazine-1-yl]pyrido[2,3-d]pyrimidin-2-one FC1=CC2=C(N(C(N=C2N2[C@H](CN(CC2)C(C=C)=O)C)=O)C=2C(=NC=CC2C)C(C)C)N=C1C1=C(C=CC=C1O)F